1-(5-(5-chloro-2',7-dimethyl-1H,2'H-[3,4'-biindazol]-1-yl)pyridin-2-yl)piperidine-4-carboxylic acid ClC=1C=C2C(=NN(C2=C(C1)C)C=1C=CC(=NC1)N1CCC(CC1)C(=O)O)C=1C2=CN(N=C2C=CC1)C